N-cyclohexyl-2-(4-(2-(2,6-dimethylpyridin-4-yl)-3-isopropyl-1H-indol-5-yl)piperidin-1-yl)acetamide C1(CCCCC1)NC(CN1CCC(CC1)C=1C=C2C(=C(NC2=CC1)C1=CC(=NC(=C1)C)C)C(C)C)=O